(S)-N-((4-(1,2-dihydroxyethyl)-1-(4-(trifluoromethoxy)phenyl)-1H-pyrazolo[3,4-b]pyridin-3-yl)methyl)-N-methylacrylamide O[C@H](CO)C1=C2C(=NC=C1)N(N=C2CN(C(C=C)=O)C)C2=CC=C(C=C2)OC(F)(F)F